5-[(1R)-1-(3,5-difluorophenyl)ethoxy]-3-[6-(2-methylsulfonyl-2,6-diazaspiro[3.3]heptan-6-yl)-3-pyridyl]-1H-indazole FC=1C=C(C=C(C1)F)[C@@H](C)OC=1C=C2C(=NNC2=CC1)C=1C=NC(=CC1)N1CC2(CN(C2)S(=O)(=O)C)C1